mono-prenyl-isoflavone C(C=C(C)C)C=1OC2=CC=CC=C2C(C1C1=CC=CC=C1)=O